NC=1C2=C(N=CN1)N(C(=C2C=2C=NC1=CC=CC=C1C2)C#C)C21CCC(CC2)(C1)NC(=O)C=1C=NC=NC1 N-(4-(4-amino-6-ethynyl-5-(quinolin-3-yl)-7H-pyrrolo[2,3-d]pyrimidin-7-yl)bicyclo[2.2.1]heptane-1-yl)pyrimidine-5-carboxamide